CN(CCCC1(OCC2=CC(=CC=C12)C=O)C1=CC=C(C=C1)F)C 1-(3-dimethylaminopropyl)-1-(4-fluorophenyl)-1,3-dihydroisobenzofuran-5-aldehyde